C1(=C(C=CC=C1)NC1=CC=C(C=C1)NC1=C(C=CC=C1)C)C di(tolyl)-p-phenylenediamine